The molecule is an enamide resulting from the formal condensation of (2Z)-3-(4-chlorophenyl)-3-(3,4-dimethoxyphenyl)acrylic acid with the amino group of morpholine. The agricultural fungicide dimethomorph is a mixture of (E)- and (Z)-dimethomorph; only the Z isomer has fungicidal activity. It is an aromatic ether, a member of monochlorobenzenes, a morpholine fungicide, a tertiary carboxamide and an enamide. COC1=C(C=C(C=C1)/C(=C\\C(=O)N2CCOCC2)/C3=CC=C(C=C3)Cl)OC